CC1=NOC(=C1C1=CC=C2C(=N1)NC=C2C2=NC(=NC=C2C(F)(F)F)N[C@H]2[C@H](CCC2)CS(=O)(=O)[O-])C [(1S,2R)-2-[[4-[6-(3,5-dimethylisoxazol-4-yl)-1H-pyrrolo[2,3-b]pyridin-3-yl]-5-(trifluoromethyl)pyrimidin-2-yl]amino]cyclopentyl]methanesulfonate